5-(5-((1-(4-amino-2-cyclopropyl-5-methoxyphenyl)piperidin-4-yl)methyl)hexahydropyrrolo[3,4-c]pyrrol-2(1H)-yl)-2-(2,6-dioxopiperidin-3-yl)isoindoline-1,3-dione NC1=CC(=C(C=C1OC)N1CCC(CC1)CN1CC2C(C1)CN(C2)C=2C=C1C(N(C(C1=CC2)=O)C2C(NC(CC2)=O)=O)=O)C2CC2